C1(=CC=CC=C1)C1=CC2=C(C3=C(O2)C(=CC=C3)C=O)C=C1 7-phenyldibenzo[b,d]furan-4-carbaldehyde